5-(4-fluorobenzyl)-N-(4-methyl-5-oxo-4,5,6,7,8,9-hexahydropyrazolo[1,5-a][1,3]diazocine-6-yl)-4H-1,2,4-triazole-3-carboxamide FC1=CC=C(CC=2NC(=NN2)C(=O)NC2C(N(C=3N(CCC2)N=CC3)C)=O)C=C1